[Zr].NC=1C=CC(=C(C1)[N+](=O)[O-])O 5-amino-2-hydroxynitrobenzene zirconium